2-(4-Chloro-3-fluoro-phenoxy)-N-(1-ethynyl-3-bicyclo[1.1.1]pentanyl)acetamide sulfur [S].ClC1=C(C=C(OCC(=O)NC23CC(C2)(C3)C#C)C=C1)F